[Ag].[Cu].[In] indium-copper-silver